N1CC(C2=CC=CC=C12)C#N indoline-3-carbonitrile